1-(4-(7-(6-amino-3-(trifluoromethyl)pyridin-2-yl)-6-methyl-2-((1-methylpyrrolidin-2-yl)methoxy)-5,6,7,8-tetrahydroquinazolin-4-yl)-3-methylpiperazin-1-yl)prop-2-en-1-one NC1=CC=C(C(=N1)C1C(CC=2C(=NC(=NC2C1)OCC1N(CCC1)C)N1C(CN(CC1)C(C=C)=O)C)C)C(F)(F)F